5-(difluoromethyl)-3-(1-methyl-1,2,3,6-tetrahydropyridin-4-yl)thiophene-2-carboxamide FC(C1=CC(=C(S1)C(=O)N)C=1CCN(CC1)C)F